ClC=1C=CC(=C(C1)C1=CC(=CC=2C=C(OC21)C(=O)N[C@@H]2C[C@@H](C2)CO)F)OC Cis-7-(5-chloro-2-methoxy-phenyl)-5-fluoro-N-[3-(hydroxymethyl)cyclobutyl]benzofuran-2-carboxamide